4-(2-acetyl-6,9-dioxo-5-(1-(4-(trifluoromethyl)phenyl)ethyl)-2,5,8-triazaspiro[3.5]nonan-8-yl)-3-fluorobenzonitrile C(C)(=O)N1CC2(C1)N(C(CN(C2=O)C2=C(C=C(C#N)C=C2)F)=O)C(C)C2=CC=C(C=C2)C(F)(F)F